cis-1-(2-methylcyclopropyl)-N-((5-phenyl-1,3,4-thiadiazol-2-yl)methyl)-1H-1,2,3-triazole-4-carboxamide C[C@@H]1[C@@H](C1)N1N=NC(=C1)C(=O)NCC=1SC(=NN1)C1=CC=CC=C1